6-bromo-N-[5-(2-fluoroethoxy)-4,6-dimethoxy-pyrimidin-2-yl]-1H-pyrrolo[2,3-b]pyridine-3-sulfonamide BrC1=CC=C2C(=N1)NC=C2S(=O)(=O)NC2=NC(=C(C(=N2)OC)OCCF)OC